CCCCCC\C=C/CCCCCCCC (Z)-hexadec-7-ene